N-(hydroxymethyl)acetamide CC(=O)NCO